2-((6aR,8R)-8-((5-(chloromethyl)-4-methylpyridin-2-yl)oxy)-6a-ethyl-5,6,6a,7,8,9-hexahydro-pyrrolo[1',2':4,5]pyrazino[2,3-c]pyridazin-2-yl)-6-fluorophenol ClCC=1C(=CC(=NC1)O[C@@H]1C[C@]2(N(C=3C(=NN=C(C3)C3=C(C(=CC=C3)F)O)NC2)C1)CC)C